C(C)C(C(=O)[O-])CCCC.C(C)C(C(=O)[O-])CCCC.[Mn+2] manganese bis(2-ethylhexanoate)